C(C)(C)(C)OC(=O)N[C@H](C(=O)OCC#N)CC1=NC2=C(N1C)C=C(C=C2)C#N Cyanomethyl (S)-2-((tert-butoxy-carbonyl)amino)-3-(6-cyano-1-meth-yl-1H-benzo[d]imidazol-2-yl)propanoate